OC1=CC=C(C=CC(=O)CC(\C=C\C2=CC(OC)=C(O)C=C2)=O)C=C1 p-hydroxycinnamoylferuloylmethane